tert-butyl (2S,7R*)-2-{[(1S)-1-cyano-2-[4-(3-methyl-2-oxo-2,3-dihydro-1,3-benzoxazol-5-yl)phenyl]ethyl]carbamoyl}-6-ethoxy-1,4-oxazocane-4-carboxylate C(#N)[C@H](CC1=CC=C(C=C1)C=1C=CC2=C(N(C(O2)=O)C)C1)NC(=O)[C@H]1OCCC(CN(C1)C(=O)OC(C)(C)C)OCC